(R)-(4-(difluoromethyl)oxazol-5-yl)(4-(7-fluoropyrazolo[1,5-a]pyridin-2-yl)-6,7-dihydro-1H-imidazo[4,5-c]pyridin-5(4H)-yl)methanone FC(C=1N=COC1C(=O)N1[C@H](C2=C(CC1)NC=N2)C2=NN1C(C=CC=C1F)=C2)F